R-pentan-2-ol C[C@H](CCC)O